1-(1-acetyl-1,2,3,6-tetrahydropyridin-4-yl)-N-[(1R)-1-[3-amino-5-(trifluoromethyl)phenyl]ethyl]-6-oxo-1,6-dihydropyridazine-3-carboxamide C(C)(=O)N1CCC(=CC1)N1N=C(C=CC1=O)C(=O)N[C@H](C)C1=CC(=CC(=C1)C(F)(F)F)N